CC(C#C/C=C/CN(CC1=CC=CC2=CC=CC=C12)C)(C)C (E)-N-(6,6-dimethyl-2-hepten-4-ynyl)-N-methyl-1-naphthalenemethylamine